COC(C1=CC(=C(C=C1)C=C)S(N(C(=O)OC(C)(C)C)CC=C)(=O)=O)=O 3-[allyl-(tert-butoxycarbonyl)sulfamoyl]-4-vinyl-benzoic acid methyl ester